ethyl 5-benzyl-3-oxooctahydropyrrolo[3,4-c]pyrrole-1-carboxylate C(C1=CC=CC=C1)N1CC2C(C1)C(NC2C(=O)OCC)=O